FC=1C=C2NC(C=3N(C2=C(C1C1=C2C=NN(C2=CC=C1)S(=O)(=O)C)C)C(=NN3)C)(C)C 7-fluoro-1,4,4,9-tetramethyl-8-(1-methylsulfonyl-1H-indazol-4-yl)-5H-[1,2,4]triazolo[4,3-a]quinoxaline